(4S)-4-azido-2-(but-2-enyl)pyrrolidine-1,2-dicarboxylic acid N(=[N+]=[N-])[C@H]1CC(N(C1)C(=O)O)(C(=O)O)CC=CC